ClC1=C(C(=O)O)C=CC(=C1)NC(=O)C1=CC=C2CCN(C2=C1)S(=O)(=O)C1=CC(=CC(=C1)Cl)Cl 2-Chloro-4-{[1-(3,5-dichloro-benzenesulfonyl)-2,3-dihydro-1H-indole-6-carbonyl]-amino}-benzoic acid